Cl.C(C)C1=CC(=NN1C)C1=NC=2C(=NC=CC2C=2C=CC3=C(CCCCC3N)C2)N1 2-[2-(5-Ethyl-1-methyl-1H-pyrazol-3-yl)-3H-imidazo[4,5-b]pyridin-7-yl]-6,7,8,9-tetrahydro-5H-benzocyclohepten-5-ylamine hydrochloride